isopropyl 2-[3-(N-methyl-2-ethylamino)-1H-indol-2-yl]-acetate CN(C1=C(NC2=CC=CC=C12)CC(=O)OC(C)C)CC